[2-amino-4-(trifluoromethoxy)phenyl]-[4-(2-tetrahydrofuran-3-yl-3H-imidazo[4,5-b]pyridin-7-yl)-1-piperidyl]methanone NC1=C(C=CC(=C1)OC(F)(F)F)C(=O)N1CCC(CC1)C1=C2C(=NC=C1)NC(=N2)C2COCC2